P(=O)(OCCCCCC(C)C)(OOCCCCCC(C)C)[O-] isooctyl iso-octoxy phosphate